FC1=C(C=C(C=C1)NC(=O)NC1=CC(=CC=C1)F)C(=O)C=1C=C2C=CC=NC2=CC1 1-(4-fluoro-3-(quinoline-6-carbonyl)phenyl)-3-(3-fluorophenyl)urea